FC=1C=C(CN2C[C@@H](CCC2)C2=NN3C(=NC=4C(=CC=CC4C3=N2)OC)N)C=C(C1)C(F)(F)F 2-((3R)-1-[3-fluoro-5-(trifluoromethyl)benzyl]piperidin-3-yl)-7-methoxy[1,2,4]triazolo[1,5-c]quinazolin-5-amine